C(=C)C1=CC=C(C=C1)CC[Si](OCC)(OCC)OCC 1-vinyl-4-[2-(triethoxysilyl)ethyl]benzene